Cyclohexanecarboxylic acid 1-oxo-1-(4-phenylthiophenyl)-2-propyl ester O=C(C(C)OC(=O)C1CCCCC1)C1=CC=C(C=C1)SC1=CC=CC=C1